2-(3-fluoro-4-(methylthio)phenyl)-4,4,5,5-tetramethyl-1,3,2-dioxaborolan FC=1C=C(C=CC1SC)B1OC(C(O1)(C)C)(C)C